FC1(CCC(CC1)C(=O)N[C@H](C)C=1C=NC(=CC1)N1N=CC(=C1)F)C1=NC(=CC(=C1)C)NC1=NNC(=C1)C (1R,4S)-4-fluoro-N-((S)-1-(6-(4-fluoro-1H-pyrazol-1-yl)pyridin-3-yl)ethyl)-4-(4-methyl-6-(5-methyl-1H-pyrazol-3-ylamino)pyridin-2-yl)cyclohexanecarboxamide